OC=1C=C2C(=C(C(=C(C2=C(C1)C)C)C(=O)O)C)C 6-hydroxy-1,3,4,8-tetramethyl-2-naphthoic acid